ethyl-5-[[5-ethoxycarbonyl-3-(2-methoxy-2-oxoethyl)-4-methyl-1H-pyrrol-2-yl]methyl]-4-(3-methoxy-3-oxopropyl)-3-methyl-1H-pyrrole-2-carboxylate C(C)OC(=O)C=1NC(=C(C1C)CCC(=O)OC)CC=1NC(=C(C1CC(=O)OC)C)C(=O)OCC